FC=1C(=NC=2CCNCC2C1)S(=O)(=O)[O-] 3-fluoro-5,6,7,8-tetrahydro-1,6-naphthyridine-2-sulfonate